ClC1=CC=C(C=C1)[C@H](CC1=NOC(=N1)CN1C(N(C=C(C1=O)OC)C)=O)O 3-({3-[(2S)-2-(4-chlorophenyl)-2-hydroxyethyl]-1,2,4-oxadiazol-5-yl}methyl)-5-methoxy-1-methyl-1,2,3,4-tetrahydropyrimidine-2,4-dione